FC=1C=C2C(=C(C(NC2=CC1)=O)C(=O)[O-])C1=CC=CC=C1.[Li+] lithium 6-fluoro-2-oxo-4-phenyl-1,2-dihydroquinoline-3-carboxylate